ON1N=C2C(=N1)C=CC=C2OCC(COCC=C)O 2-hydroxy-4-(3-allyloxy-2-hydroxypropoxy)benzotriazole